5-[1-(2H3)methyl-1H-pyrazol-4-yl]-2-{6-[(2,2,6,6-tetramethylpiperidin-4-yl)amino]-1,2,4-triazin-3-yl}phenol C(N1N=CC(=C1)C=1C=CC(=C(C1)O)C=1N=NC(=CN1)NC1CC(NC(C1)(C)C)(C)C)([2H])([2H])[2H]